BrC=1C=CC(=NC1OC)OC1CCC2(CN(C2)C(=O)O)CC1 7-((5-bromo-6-methoxypyridin-2-yl)oxy)-2-azaspiro[3.5]Nonane-2-carboxylic acid